2-amino-2-(4-(tert-butoxycarbonyl)-3-methoxyphenyl)acetic acid NC(C(=O)O)C1=CC(=C(C=C1)C(=O)OC(C)(C)C)OC